1-((3R,4R)-4-((6-ethynyl-5-fluoro-7-isopropylpyrrolo[2,1-f][1,2,4]triazin-2-yl)amino)-3-fluoropiperidin-1-yl)-2,2,2-trifluoroethan-1-one C(#C)C=1C(=C2C=NC(=NN2C1C(C)C)N[C@H]1[C@@H](CN(CC1)C(C(F)(F)F)=O)F)F